ClC1=CC(=CS1)C(C(=O)O)(F)F 2-(5-chlorothiophen-3-yl)-2,2-difluoroacetic acid